2-(Azetidin-3-yl)-6-methyl-4-(1-methyl-1H-pyrazol-4-yl)pyridine N1CC(C1)C1=NC(=CC(=C1)C=1C=NN(C1)C)C